COC(=O)C1=CN=C(S1)N1N=C(N=C1[C@H](C)N)C1CC1 2-{5-[(1S)-1-aminoethyl]-3-cyclopropyl-1H-1,2,4-triazol-1-yl}-1,3-thiazole-5-carboxylic acid methyl ester